FC=1C(=C(C(=CC1)C1=CC(=NC=C1)OC)NC(=O)N=[S@](=O)(N)C=1C=NN2C1OCCC2)C(C)C (R)-N'-((3-fluoro-2-isopropyl-6-(2-methoxypyridin-4-yl)phenyl)carbamoyl)-6,7-dihydro-5H-pyrazolo[5,1-b][1,3]oxazine-3-sulfonimidamide